NCCNCCC[Si](OC)(OC)OC N-beta-aminoethyl-gamma-aminopropyl-trimethoxysilane